[Br-].C[N+](CCO)(CCO)CCC N-methyl-N,N-bis(2-hydroxyethyl)-1-propylammonium bromide